N-(5-bromo-6-chloropyrimidin-4-yl)acetamide BrC=1C(=NC=NC1Cl)NC(C)=O